C(=C)C1=CC=2C(C3=CC=CC=C3C(C2C=C1)=O)=O 2-vinyl-anthraquinone